FC1=CC=C(C=C1)C1(CC1)C=1N=NN(C1)[C@H](C(=O)N1[C@@H](C[C@H](C1)O)C(=O)NC)C(C)(C)C (2S,4r)-1-[(2S)-2-[4-[1-(4-fluorophenyl)cyclopropyl]triazol-1-yl]-3,3-dimethyl-butyryl]-4-hydroxy-N-methyl-pyrrolidine-2-carboxamide